CN(C1CN(C1)C(=O)[C@@H]1CC2=C(CN1CC)NC(=N2)C2=NNC1=CC(=CC=C21)C2=C(C=C(C(=C2)F)O)CC)C (S)-(3-(dimethylamino)azetidin-1-yl)(5-ethyl-2-(6-(2-ethyl-5-fluoro-4-hydroxyphenyl)-1H-indazol-3-yl)-4,5,6,7-tetrahydro-3H-imidazo[4,5-c]pyridin-6-yl)methanone